1-((5-(bis(4-methoxybenzyl)amino)-6-methyl-1-((2-(trimethylsilyl)ethoxy)methyl)-1H-pyrrolo[3,2-b]pyridin-2-yl)methyl)-N-isopropyl-6-oxo-N-phenyl-1,6-dihydropyridine-2-carboxamide COC1=CC=C(CN(C2=C(C=C3C(=N2)C=C(N3COCC[Si](C)(C)C)CN3C(=CC=CC3=O)C(=O)N(C3=CC=CC=C3)C(C)C)C)CC3=CC=C(C=C3)OC)C=C1